NC1=NC=NN2C1=C(C=C2C=2C=CC(=C(C(=O)N[C@@H]1CN(C[C@@H]1F)C(=O)C=1C=NC=CC1Cl)C2)C)C(F)(F)F 5-[4-amino-5-(trifluoromethyl)pyrrolo[2,1-f][1,2,4]triazin-7-yl]-N-[(3R,4S)-1-(4-chloropyridine-3-carbonyl)-4-fluoropyrrolidin-3-yl]-2-methylbenzamide